tert-Butyl 3-(5-((3,4-dichloro benzyl)amino)-7-oxo-6,7-dihydro-1H-pyrazolo[4,3-d]pyrimidin-1-yl)pyrrolidine-1-carboxylate ClC=1C=C(CNC=2NC(C3=C(N2)C=NN3C3CN(CC3)C(=O)OC(C)(C)C)=O)C=CC1Cl